Tert-butyl N-[4-[4-[[3-(difluoromethyl)-1-[4-(hydroxymethyl)phenyl]pyrazol-4-yl]carbamoyl] oxazol-2-yl]-2-pyridyl]-N-(2,2,2-trifluoroethyl)carbamate FC(C1=NN(C=C1NC(=O)C=1N=C(OC1)C1=CC(=NC=C1)N(C(OC(C)(C)C)=O)CC(F)(F)F)C1=CC=C(C=C1)CO)F